4-bromo-2-(1,3-dioxolan-2-yl)-1-(2,2,2-trifluoroethyl)-1H-indole BrC1=C2C=C(N(C2=CC=C1)CC(F)(F)F)C1OCCO1